(S)-2-((4-((2-hydroxy-1-phenylethyl)amino)-5-(1,2,4-oxadiazol-5-yl)pyrimidin-2-yl)amino)-7,7-dimethyl-6-propyl-6,7-dihydro-5H-pyrrolo[3,4-b]pyridin-5-one OC[C@H](C1=CC=CC=C1)NC1=NC(=NC=C1C1=NC=NO1)NC1=CC=C2C(=N1)C(N(C2=O)CCC)(C)C